methyl N-methyl-N-(1-((S)-1-tritylaziridine-2-carbonyl)azetidine-3-carbonyl)-L-valinate CN([C@@H](C(C)C)C(=O)OC)C(=O)C1CN(C1)C(=O)C1[N@](C1)C(C1=CC=CC=C1)(C1=CC=CC=C1)C1=CC=CC=C1